N-(3-chloro-2-methylphenyl)-6-{[(2,5-dichlorophenyl)carbonyl]amino}-2-(1-methylcyclopropyl)-1H-benzimidazole-4-Carboxamide ClC=1C(=C(C=CC1)NC(=O)C1=CC(=CC=2NC(=NC21)C2(CC2)C)NC(=O)C2=C(C=CC(=C2)Cl)Cl)C